tert-butyl 5'-oxo-3-azaspiro[bicyclo[3.2.1]octane-8,3'-pyrrolidine]-3-carboxylate O=C1CC2(CN1)C1CN(CC2CC1)C(=O)OC(C)(C)C